4,8,12-trimethyltridec-1,3,7,11-tetraene CC(=CC=C)CCC=C(CCC=C(C)C)C